C(C)(C)(C)OC(=O)N[C@@H](CCCCN)C(=O)O Nα-tert-butoxycarbonyl-lysine